tert-butyl 3-(8-chloro-4-oxo-3,4-dihydroquinazolin-2-yl)pyrrolidine-1-carboxylate ClC=1C=CC=C2C(NC(=NC12)C1CN(CC1)C(=O)OC(C)(C)C)=O